ClC=1C(=NC=2CN(CCC2C1)CC1=NC2=C(N1C[C@H]1OCC1)C=C(C=C2)C(=O)O)OCC2=CC(=CC=C2)Cl (S)-2-((3-chloro-2-((3-chlorobenzyl)oxy)-5,8-dihydro-1,7-naphthyridin-7(6H)-yl)methyl)-1-(oxetan-2-ylmethyl)-1H-benzo[d]imidazole-6-carboxylic acid